5-benzyl-N-(1-methyl-7-(methylthio)-2-carbonyl-1,2,3,4-tetrahydro-[1,4]diazepino[3,2,1-hi]indol-3-yl)-4H-1,2,4-triazole-3-carboxamide C(C1=CC=CC=C1)C=1NC(=NN1)C(=O)NC1C(N(C=2C=CC=C3C(=CN(C23)C1)SC)C)=C=O